5-((4-bromophenoxy)methyl)-3-cyclopropyl-1-methyl-1H-pyrazole BrC1=CC=C(OCC2=CC(=NN2C)C2CC2)C=C1